CC[C@H]1C[C@@H]2C[C@@H]3[C@H]1[NH+](C2)CCC4=C3NC5=C4C=C(C=C5)O The molecule is a tertiary ammonium ion resulting from the protonation of the tertiary amino group of noribogaine. It is a conjugate acid of a noribogaine.